2,3-dihydroxyprop-1-yl octanoate C(CCCCCCC)(=O)OCC(CO)O